Tert-butyl (1-fluoro-4-(4,4,5,5-tetramethyl-1,3,2-dioxaborolan-2-yl)-5-((triisopropylsilyl)ethynyl)naphthalen-2-yl)carbamate FC1=C(C=C(C2=C(C=CC=C12)C#C[Si](C(C)C)(C(C)C)C(C)C)B1OC(C(O1)(C)C)(C)C)NC(OC(C)(C)C)=O